2-chloro-5-cyanobenzoyl chloride ClC1=C(C(=O)Cl)C=C(C=C1)C#N